(7S)-16-acetyl-14-fluoro-5-oxa-2,10,18-triazatetracyclo[8.8.0.02,7.012,17]octadeca-1(18),12(17),13,15-tetraen-11-one C(C)(=O)C1=CC(=CC=2C(N3CC[C@H]4COCCN4C3=NC12)=O)F